1-(2,4,6-trihydroxyphenyl)-1-propanone OC1=C(C(=CC(=C1)O)O)C(CC)=O